3-{2-[(cyclopropylmethyl)amino]-1,3-thiazol-5-amido}-4-ethylbenzoic acid C1(CC1)CNC=1SC(=CN1)C(=O)NC=1C=C(C(=O)O)C=CC1CC